ytterbium oxide yttrium [Y+3].[O-2].[Yb+3].[O-2].[O-2]